FC(C(C(F)(F)F)=C(F)F)(F)F Perfluoroisobutylene